C1(=CC=C(C=C1)C1=C(C(C=C1C1=CC=CC=C1)=O)C1=CC=C(C=C1)C(C)CCCCCBr)C1=C(C(C=C1C1=CC=CC=C1)=O)C1=CC=C(C=C1)C(C)CCCCCBr 3,3'-(1,4-phenylene)bis(2-(4-(7-bromoheptan-2-yl)phenyl)-4-phenylcyclopenta-2,4-dien-1-one)